4-[(E)-2-(dimethylamino)vinyl]-5-iodo-pyridine-3-carbonitrile CN(/C=C/C1=C(C=NC=C1I)C#N)C